CN(CCNC1=CC(=C2CN(C(C2=C1)=O)C1CCC(CC1)C(=O)NC=1SC=C(N1)CCO)C)C (1s,4s)-4-(6-((2-(dimethylamino)ethyl)amino)-4-methyl-1-oxoisoindolin-2-yl)-N-(4-(2-hydroxyethyl)thiazol-2-yl)cyclohexane-1-carboxamide